OC(CCCCCCCC(=O)OCC(CO)O)C(CCCCCCCC)O 2,3-dihydroxypropan-1-yl 9,10-dihydroxyoctadecanoate